NC=1N=C(C2=C(N1)C=C(C=N2)CN2CC(CC2)O)NC=2C(=C(C=CC2)C2=C(C(=CC=C2)C=2OC1=C(N2)C=C(C=C1C#N)CN1CCC(CC1)C(=O)O)C)C 1-((2-(3'-(2-amino-7-((3-hydroxypyrrolidin-1-yl)methyl)pyrido[3,2-d]pyrimidin-4-ylamino)-2,2'-dimethylbiphenyl-3-yl)-7-cyanobenzo[d]oxazol-5-yl)methyl)piperidine-4-carboxylic acid